NC1=C2N=CN(C2=NC(=N1)F)[C@H]1C[C@@H]([C@@](O1)(C#C)CO[P@](=O)(OC1=CC=CC=C1)N[C@@H](C)C(=O)OCC(CC)CC)OC(=O)OCCCCCCCCC 2-Ethylbutyl ((S)-(((2R,3S,5R)-5-(6-amino-2-fluoro-9H-purin-9-yl)-2-ethynyl-3-(((nonyloxy)carbonyl)oxy) tetrahydrofuran-2-yl)methoxy)(phenoxy)phosphoryl)-L-alaninate